CC(C)CCC[C@@H](C)[C@H]1CC[C@H]2[C@@H]3CC=C4C[C@H](CC[C@]4(C)[C@H]3CC[C@]12C)OCCCCCCCOC[C@@H](COCCCCCCCC\C=C/C\C=C/CCCCC)N(C)C (2R)-1-{7-[(3β)-cholest-5-en-3-yloxy]heptyloxy}-N,N-dimethyl-3-[(9Z,12Z)-octadeca-9,12-dien-1-yloxy]propan-2-amine